C[C@H]1N(CC[C@H](C1)OC1=CC(=C2C(=N1)C(=CS2)C(NC)=O)C(F)(F)F)C(=O)O trans-(2r,4r)-2-methyl-4-((3-(methylcarbamoyl)-7-(trifluoromethyl)thieno[3,2-b]pyridin-5-yl)oxy)piperidine-1-carboxylic acid